C(C1=CC=CC=C1)OC1=CC=C2C[C@H](N(CC2=C1)C(=O)OC(C)(C)C)C(=O)O (S)-7-(benzyloxy)-2-(tert-butoxycarbonyl)-1,2,3,4-tetrahydroisoquinoline-3-carboxylic acid